ClC1=C(C=C2C=C(N=CC2=C1)NC(=O)[C@H]1[C@@H](C1)C1=CC=NN1CC(C)C)C1CCN(CC1)[C@@]1(COC[C@@H]1O)C (1R,2R)-N-(7-chloro-6-(1-((3R,4R)-4-hydroxy-3-methyltetrahydrofuran-3-yl)piperidin-4-yl)isoquinolin-3-yl)-2-(1-isobutyl-1H-pyrazol-5-yl)cyclopropane-1-carboxamide